NC=1C=CC(=C(C(=O)OC)C1)C=1C=NN(C1)CC1(CC1)C Methyl 5-amino-2-{1-[(1-methylcyclopropyl)methyl]-1H-pyrazol-4-yl}benzoate